C(CCCCCCCCCCCCCCCC)(=O)OC[C@@H](OC(CCCCCCCCCCCCCCCCC)=O)COP(=O)([O-])OCC[N+](C)(C)C 1-heptadecanoyl-2-octadecanoyl-sn-glycero-3-phosphocholine